tert-butyl 7-chloro-4-(((2R)-4-(2,2-difluoroethyl)-2-(4-(methoxycarbonyl)phenyl)piperazin-1-yl)methyl)-5-methoxyindole-1-carboxylate ClC=1C=C(C(=C2C=CN(C12)C(=O)OC(C)(C)C)CN1[C@@H](CN(CC1)CC(F)F)C1=CC=C(C=C1)C(=O)OC)OC